5-ethoxycarbonyl-3-{2-fluoro-5-[2,3-difluoro-6-(2-hydroxyethoxy)benzyloxy]phenyl}thieno[3,4-d]-pyrimidine-2,4(1H,3H)-dione C(C)OC(=O)C=1SC=C2NC(N(C(C21)=O)C2=C(C=CC(=C2)OCC2=C(C(=CC=C2OCCO)F)F)F)=O